C(CC)C1NCC2=CC=CC=C12 propyl-isoindoline